benzyl 3-[2-[2-[2-(5-chloro-3-oxo-isothiazol-2-yl)ethoxy]ethoxy] ethoxy]propanoate ClC1=CC(N(S1)CCOCCOCCOCCC(=O)OCC1=CC=CC=C1)=O